1-chloro-7-(4-trifluoromethylphenyl)-5-tert-butylbenzothieno[2,3-d]pyridazine ClC1=C2C(=CN=N1)S(C1=C2C=CC(=C1)C1=CC=C(C=C1)C(F)(F)F)C(C)(C)C